C(#N)C1=CC(=C(C=C1)COC1=CC=CC(=N1)N1C2CN(CC1CC2)CC=2N(C1=C(N2)C=CC(=C1)C(=O)O)C[C@H]1OCC1)F 2-[(8-{6-[(4-cyano-2-fluorophenyl)methoxy]pyridin-2-yl}-3,8-diazabicyclo[3.2.1]octan-3-yl)methyl]-3-[(2S)-oxetan-2-ylmethyl]-1,3-benzodiazole-5-carboxylic acid